2-bromo-5-(spiro[3.3]heptan-2-yl)-1,3,4-oxadiazole BrC=1OC(=NN1)C1CC2(C1)CCC2